FC1(CCN(CC1)C(=O)OC(C)(C)C)CN1N=CC(=C1)C=1C2=C(N(N1)C=1C=NC(=C(C1)C)OC)CCOCC2 tert-Butyl 4-fluoro-4-((4-(1-(6-methoxy-5-methylpyridin-3-yl)-4,5,7,8-tetrahydro-1H-oxepino[4,5-c]pyrazol-3-yl)-1H-pyrazol-1-yl)methyl)piperidine-1-carboxylate